bromo-1-dodecanol BrC(CCCCCCCCCCC)O